(3R)-1-{5-chloro-2-[(3R)-3,4-dimethylpiperazin-1-yl]pyrimidin-4-yl}-N-(2-{imidazo[1,2-a]pyridin-3-yl}propan-2-yl)pyrrolidine-3-carboxamide ClC=1C(=NC(=NC1)N1C[C@H](N(CC1)C)C)N1C[C@@H](CC1)C(=O)NC(C)(C)C1=CN=C2N1C=CC=C2